3-[3-isopropyl-2-oxo-5-[4-[[4-(4-piperidylmethyl)-1-piperidyl]methyl]-1-piperidyl]benzimidazol-1-yl]piperidine-2,6-dione di-trifluoroacetate FC(C(=O)O)(F)F.FC(C(=O)O)(F)F.C(C)(C)N1C(N(C2=C1C=C(C=C2)N2CCC(CC2)CN2CCC(CC2)CC2CCNCC2)C2C(NC(CC2)=O)=O)=O